The molecule is a 1-hydroxyanthraquinone compound having a carboxy substituent at the 2-position and a bromo substituent at the 4-position. It is an organobromine compound, a monocarboxylic acid and a monohydroxyanthraquinone. C1=CC=C2C(=C1)C(=O)C3=C(C=C(C(=C3C2=O)O)C(=O)O)Br